4-[4-[[1-(2,6-dioxo-3-piperidyl)-3-methyl-2-oxo-benzimidazol-4-yl]methyl]-1-piperidyl]benzaldehyde O=C1NC(CCC1N1C(N(C2=C1C=CC=C2CC2CCN(CC2)C2=CC=C(C=O)C=C2)C)=O)=O